N-ethyl-2'-[3-(propan-2-yl)-1H-pyrrolo[2,3-b]pyridin-5-yl]-6',7'-dihydro-5'H-spiro[piperidine-4,4'-pyrazolo[1,5-a]pyridine]-1-carboxamide C(C)NC(=O)N1CCC2(C=3N(CCC2)N=C(C3)C=3C=C2C(=NC3)NC=C2C(C)C)CC1